6-(6-Aminopyridin-3-yl)-1-[(2,6-difluorophenyl)methyl]-5-[(dimethylamino)methyl]-3-(2-fluoro-3-methoxyphenyl)thieno[2,3-d]pyrimidine-2,4-dione NC1=CC=C(C=N1)C1=C(C2=C(N(C(N(C2=O)C2=C(C(=CC=C2)OC)F)=O)CC2=C(C=CC=C2F)F)S1)CN(C)C